ClC1=C(C=CC=C1)\C=C(\C(=O)O)/CSC1=CC=CC=C1 (Z)-3-(2-chlorophenyl)-2-((phenylthio)methyl)acrylic acid